methyl 4-methylpyridine-3-carboxylate CC1=C(C=NC=C1)C(=O)OC